2-((5S,7S)-2-methyl-3-oxo-7-phenyl-9-(trifluoromethyl)-2,3,5,7-tetrahydrobenzo[5,6]oxepino[4,3-c]pyridin-5-yl)-N-ethylacetamide CN1C=C2C(=CC1=O)[C@@H](O[C@H](C1=C2C=CC(=C1)C(F)(F)F)C1=CC=CC=C1)CC(=O)NCC